NCC1(CCCC1)O 1-aminomethylcyclopentanol